C(CCC)OC(CCCC)=O butylvalerate